Cl.NC/C(/CN1N=C2N(C=CC(=C2)C2=C3C(=NC=C2)NC=C3)C1=O)=C\F 2-[(2E)-2-(aminomethyl)-3-fluoroprop-2-en-1-yl]-7-(1H-pyrrolo[2,3-b]pyridin-4-yl)[1,2,4]triazolo[4,3-a]pyridin-3(2H)-one hydrochloride